NC=1N=C(SC1C(C1=CC=C(C=C1)N1C=NC=C1)=O)N(C1=CC=C(C=C1)F)C(C(=O)N)C (N-[4-amino-5-(4-imidazol-1-ylbenzoyl)thiazol-2-yl]-4-fluoro-anilino)propanamide